ClC=1C(=CC=2C(=C(SN2)N2CCN(CC2)C(C=C)=O)C1)C1=C(C=CC=C1OC)F 1-(4-(5-chloro-6-(2-fluoro-6-methoxyphenyl)-2,1-benzothiazol-3-yl)-1-piperazinyl)-2-propen-1-one